N1[C@@H](CCC1)C(=O)OC methyl (2S)-pyrrolidine-2-carboxylate